C(C=C)(=O)OC=CC(=O)OC=CC(=O)OC(C(=O)[O-])=C acryloxyacryloxyacryloxyacrylate